C(=O)(O)C(O)C(O)C(=O)[O-].C(C)[N+](CC)(CC)CC tetraethylammonium hydrogen tartrate